2'-((1H-imidazol-1-yl)methyl)-4'-((2-butyl-4-oxo-1,3-diazaspiro[4.4]nonan-1-En-3-yl)methyl)-N-(4-chloro-5-methylisoxazol-3-yl)-[1,1'-biphenyl]-2-sulfonamide N1(C=NC=C1)CC1=C(C=CC(=C1)CN1C(=NC2(C1=O)CCCC2)CCCC)C=2C(=CC=CC2)S(=O)(=O)NC2=NOC(=C2Cl)C